2-allylsulfanyl-1-(4-methoxyphenyl)ethan-1-one C(C=C)SCC(=O)C1=CC=C(C=C1)OC